2,3-dibromo-2-methylbutyric acid BrC(C(=O)O)(C(C)Br)C